2,4,9-triphenyl-1,3,5-triazatricyclo[3.3.1.13,7]decane-7-methanol C1(=CC=CC=C1)C1N2CC3(CN(C(N1C3)C3=CC=CC=C3)C2C2=CC=CC=C2)CO